FC1=C(C(=CC(=C1)NCCNC)F)N1C(N(C=2N=CC(=CC2C=2C=CC(=CC12)C#N)C(F)(F)F)CC)=O 10-(2,6-difluoro-4-{[2-(methylamino)ethyl]amino}phenyl)-8-ethyl-9-oxo-4-(trifluoromethyl)-6,8,10-triazatricyclo[9.4.0.02,7]pentadeca-1(11),2(7),3,5,12,14-hexaene-13-carbonitrile